methyl-pyridine zinc [Zn].CC1=NC=CC=C1